(2R,3S)-3-(3,4-difluoro-2-methoxyphenyl)-5-methyltetrahydrofuran-2-carboxylic acid FC=1C(=C(C=CC1F)[C@H]1[C@@H](OC(C1)C)C(=O)O)OC